CC1=NOC(=C1)CN1N=C2N(CCCC2)C1=O (5RS)-2-[(3-Methyl-1,2-oxazol-5-yl)methyl]-3-oxo-2,3,5,6,7,8-hexahydro[1,2,4]triazolo[4,3-a]pyridin